5-Trifluoromethylbenzo[d]thiazol-2-amin FC(C=1C=CC2=C(N=C(S2)N)C1)(F)F